tert-butyl 3-(5-((2-fluoro-3-phenoxyphenyl)carbamoyl)-3-(trifluoromethyl)-1H-pyrazol-1-yl)benzylcarbamate FC1=C(C=CC=C1OC1=CC=CC=C1)NC(=O)C1=CC(=NN1C=1C=C(CNC(OC(C)(C)C)=O)C=CC1)C(F)(F)F